COC1=C(C=CC(=C1OC)N)C1=C(C(=C(N)C=C1)C)OCC 2,3-dimethoxy-2'-ethoxy-3'-methyl-benzidine